6-hydroxy-5-oxo-4-{[1-(pyridazin-4-ylmethyl)-1H-pyrazol-4-yl]methyl}-4,5-dihydrothieno[3,2-b]pyridine-7-carboxylic acid OC1=C(C2=C(N(C1=O)CC=1C=NN(C1)CC1=CN=NC=C1)C=CS2)C(=O)O